lithium p-toluenesulfinate CC1=CC=C(C=C1)S(=O)[O-].[Li+]